CC1=CC=C(OC2=CC=C(CC3=NC=CC(=N3)N)C=C2)C=C1 (4-(4-methylphenoxy)benzyl)pyrimidin-4-amine